[Si](C)(C)(C(C)(C)C)OCC[C@H]1N(C(CC1)=O)C(=O)OC(C)(C)C tert-butyl (S)-2-(2-((tert-butyldimethylsilyl) oxy) ethyl)-5-oxopyrrolidine-1-carboxylate